C1(=CCCCCCC1)[2H] Cyclooctene-d